tert-Butyl 2-cyano-4-(2-(1-ethyl-3-(trifluoromethyl)-1H-pyrazol-4-yl)thiophen-3-yl)-4,7-dihydrothieno[2,3-c]pyridine-6(5H)-carboxylate C(#N)C1=CC2=C(CN(CC2C2=C(SC=C2)C=2C(=NN(C2)CC)C(F)(F)F)C(=O)OC(C)(C)C)S1